N-methyl-5-(3-(4-(4-oxo-3,4-dihydro-quinazolin-2-yl)piperidin-1-yl)propoxy)pyridineamide CNC(=O)C1=NC=C(C=C1)OCCCN1CCC(CC1)C1=NC2=CC=CC=C2C(N1)=O